P(=O)(OC1=C2C(=CNC2=CC=C1)C(CN(C([2H])([2H])[2H])C([2H])([2H])[2H])([2H])[2H])(O)O 3-(2-(bis(methyl-d3)amino)ethyl-1,1-d2)-1H-indol-4-yl dihydrogen phosphate